COC1=C2C(NC(=NC2=CC(=C1)OC)C1=CC=C(C=C1)N1CCC(CC1)N1CCN(CC1)CC=1C=C2C(N(C(C2=CC1)=O)N1C(NC(CC1)=O)=O)=O)=O 5-((4-(1-(4-(5,7-dimethoxy-4-oxo-3,4-dihydroquinazolin-2-yl)phenyl)piperidin-4-yl)piperazin-1-yl)methyl)-2-(2,4-dioxotetrahydropyrimidin-1(2H)-yl)isoindoline-1,3-dione